tert-butyl 4-((3-((ethoxycarbonyl)amino)-4-methylpyrazolo[1,5-a]pyridin-5-yl)methyl)piperidine-1-carboxylate C(C)OC(=O)NC=1C=NN2C1C(=C(C=C2)CC2CCN(CC2)C(=O)OC(C)(C)C)C